ClC=1C=NC=C(C1[C@@H](C)OC=1C=C2C(=NNC2=CC1)C=1C=CC(=NC1)C1N(CCNC1)C(=O)N)Cl [5-[5-[(1R)-1-(3,5-dichloro-4-pyridinyl)ethoxy]-1H-indazol-3-yl]-2-pyridinyl]piperazine-1-carboxamide